ClC1=C(C=C(OCCCN2C(=CC(=C2)N(C2=CC(=CC=C2)Cl)CC2=CC(=CC=C2)Cl)C(=O)O)C=C1C)C 1-(3-(4-chloro-3,5-dimethylphenoxy)propyl)-4-((3-chlorobenzyl)(3-chlorophenyl)amino)-1H-pyrrole-2-carboxylic acid